4-(((tert-butyldimethylsilyl)oxy)methyl)-3,5-dichloro-2-fluorophenol [Si](C)(C)(C(C)(C)C)OCC1=C(C(=C(C=C1Cl)O)F)Cl